BrC1=CC=C(C=C1)C1=NOC(=N1)C(=O)OCC ethyl 3-(4-bromophenyl)-1,2,4-oxadiazole-5-carboxylate